4-(3-methoxy-4-{[4-methoxy-2-(trifluoromethyl)phenyl]methoxy}phenyl)-2H,6H,7H-pyrazolo[3,4-b]pyridin-6-one COC=1C=C(C=CC1OCC1=C(C=C(C=C1)OC)C(F)(F)F)C=1C=2C(NC(C1)=O)=NNC2